C1(=CC=CC2=CC=CC=C12)C=1C(=C2C(=CC1)N=C1C=CC3=C4C=CC=CC4=NC3=C12)C1=NC2=CC=CC=C2C=C1 naphthalenyl(quinolinyl)indolocarbazole